ClC1=C(C=CC(=C1F)F)C1N=C(NC=C1C(=O)[O-])C1=NC=C(C=C1F)F 4-(2-chloro-3,4-difluorophenyl)-2-(3,5-difluoropyridin-2-yl)-1,4-dihydropyrimidine-5-carboxylate